2-(1H-imidazol-1-yl)acetic acid N1(C=NC=C1)CC(=O)O